C1(CCCCC1)NC(C(C=1C=NC=CC1)N(C(=O)[C@@H]1N(C[C@@H](C1)O)C(=O)OC(C)(C)C)C1=CC=C(C=C1)C1CC1)=O (2R,4R)-tert-butyl 2-((2-(cyclohexylamino)-2-oxo-1-(pyridin-3-yl)ethyl)(4-cyclopropylphenyl)carbamoyl)-4-hydroxypyrrolidine-1-carboxylate